CC1=CC=C2C=CNC2=C1 6-Methyl-1H-Indole